tert-butyl 5-(4-aminophenyl)pyridine-2-carboxylate NC1=CC=C(C=C1)C=1C=CC(=NC1)C(=O)OC(C)(C)C